tert-butyl (2R,4S)-4-((2,3-Dihydrobenzo[b][1,4]dioxin-6-yl-2,2,3,3-d4)oxy)-2-methylpiperidine-1-carboxylate O1C2=C(OC(C1([2H])[2H])([2H])[2H])C=C(C=C2)O[C@@H]2C[C@H](N(CC2)C(=O)OC(C)(C)C)C